BrC#CC(O)(C1=CC=CC=C1)C1=CC=CC=C1 3-bromo-1,1-diphenyl-2-propyn-1-ol